FC=1C(=NC(=NC1)NC1CCN(CC1)S(=O)(=O)C)C=1C=NC(=C(C1)C)OC(C)C 5-fluoro-4-(6-isopropoxy-5-methylpyridin-3-yl)-N-(1-(methylsulfonyl)piperidin-4-yl)pyrimidin-2-amine